ClCC=1OC(=CC1)C(OCCCC)OCCCC 2-(chloromethyl)-5-(dibutoxymethyl)furan